tert-butyl (1R,5S)-3-(4-(((2R,7aS)-2-fluorotetrahydro-1H-pyrrolizin-7a(5H)-yl)methoxy)-6-(N-hydroxycarbamimidoyl)-1,3,5-triazin-2-yl)-3,8-diazabicyclo[3.2.1]octane-8-carboxylate F[C@@H]1C[C@@]2(CCCN2C1)COC1=NC(=NC(=N1)C(NO)=N)N1C[C@H]2CC[C@@H](C1)N2C(=O)OC(C)(C)C